ClC1=C2C=NN(C2=CC=C1NC=1OC(=NN1)C1=CC(=CC=C1)[N+](=O)[O-])C1OCCCC1 N-(4-chloro-1-(tetrahydro-2H-pyran-2-yl)-1H-indazol-5-yl)-5-(3-nitrophenyl)-1,3,4-oxadiazol-2-amine